N-(2-methylsulfanyl-ethyl)aniline CSCCNC1=CC=CC=C1